(5-methyl-4-phenyl-4,5-dihydro-1H-pyrazol-3-yl)benzonitrile CC1C(C(=NN1)C1=C(C#N)C=CC=C1)C1=CC=CC=C1